BrC1=CC(=C(C=C1)S(=O)(=O)NC1=C(C=CC=C1C)NC(OC(C)(C)C)=O)C tert-butyl N-[2-[(4-bromo-2-methyl-phenyl)sulfonylamino]-3-methyl-phenyl]carbamate